N-(6-amino-5-ethyl-3-pyridyl)-2-[(2R,5S)-2-[6-(3,4-dimethylpiperazin-1-yl)-3-pyridyl]-5-methyl-1-piperidyl]-2-oxo-acetamide NC1=C(C=C(C=N1)NC(C(=O)N1[C@H](CC[C@@H](C1)C)C=1C=NC(=CC1)N1CC(N(CC1)C)C)=O)CC